C(C)(C)(C)OC(=O)N1CCC2(CNCC(N2)=O)CC1 2-oxo-1,4,9-triazaspiro[5.5]undecane-9-carboxylic acid tert-butyl ester